ClC1=C(C=CC=2NC(CN=C(C21)C2=C(C=CC=C2F)F)=S)Cl 6,7-dichloro-5-(2,6-difluorophenyl)-1,3-dihydro-2H-benzo[e][1,4]diazepine-2-thione